diphenyl-(2,4,6-triphenylbenzoyl)oxyphosphorus C1(=CC=CC=C1)P(OC(C1=C(C=C(C=C1C1=CC=CC=C1)C1=CC=CC=C1)C1=CC=CC=C1)=O)C1=CC=CC=C1